ClC1=CC=C(C=C1)NC(=N)C=1C=NC(=NC1)NC1CC2=CC=CC=C2C1 N-(4-chlorophenyl)-2-[(2,3-dihydro-1H-inden-2-yl)amino]pyrimidine-5-carboximidamide